2-(2,5-difluoro-4-(6-((5-methoxy-1,3,4-thiadiazol-2-yl)methoxy)pyridin-2-yl)benzyl)-1-((1-(difluoromethyl)cyclopropyl)methyl)-4-fluoro-1H-benzo[d]imidazole-6-carboxylic acid FC1=C(CC2=NC3=C(N2CC2(CC2)C(F)F)C=C(C=C3F)C(=O)O)C=C(C(=C1)C1=NC(=CC=C1)OCC=1SC(=NN1)OC)F